ClC=1C(=C(C=CC1)NC(=S)C1=C(CCN(C1=O)C(=O)[O-])O)C 5-[(3-chloro-2-methylphenyl)carbamothioyl]-4-hydroxy-6-oxo-3,6-dihydropyridine-1(2H)-carboxylate